3-(2,3'-dichloro-6,6'-difluoro-2'-hydroxy-[1,1'-biphenyl]-4-yl)-5,6-dihydroimidazo[1,2-a]pyrazin ClC1=C(C(=CC(=C1)C1=CN=C2N1CCN=C2)F)C2=C(C(=CC=C2F)Cl)O